NC=1C2=C(N=C(N1)C)C=CC(=N2)C=2C=C(C=CC2)C2=NOC(=C2)[C@]2(C(N(CC2)C)=O)O (R)-3-(3-(3-(4-amino-2-methylpyrido[3,2-d]pyrimidin-6-yl)phenyl)isoxazol-5-yl)-3-hydroxy-1-methylpyrrolidin-2-one